N-(cyclopropylmethyl)-2-(4-(6-methoxy-2-phenyl-3,4-dihydronaphthalen-1-yl)phenyl)ethan-1-amine C1(CC1)CNCCC1=CC=C(C=C1)C1=C(CCC2=CC(=CC=C12)OC)C1=CC=CC=C1